ammonium fluoride hydrofluoric acid salt F.[F-].[NH4+]